tert-butyl-(R)-2-[[[3-[N'-(2-ethyl-4-hydroxy-phenyl)carbamimidoyl]-6-(4-methyl-3-pyridyl)pyrrolo[1,2-b]pyridazin-4-yl]amino]methyl]pyrrolidine-1-carboxylate C(C)(C)(C)OC(=O)N1[C@H](CCC1)CNC=1C=2N(N=CC1C(N)=NC1=C(C=C(C=C1)O)CC)C=C(C2)C=2C=NC=CC2C